Cis-(4aS,9aR)-2,3,4,4a,9,9a-hexahydroindeno[2,1-b][1,4]oxazine O1[C@H]2[C@@H](NCC1)C=1C=CC=CC1C2